Ammonium chloride iridium [Ir].[Cl-].[NH4+]